4-benzoyl-1-indancarboxylic acid C(C1=CC=CC=C1)(=O)C1=C2CCC(C2=CC=C1)C(=O)O